2-fluoro-N-[5-[(4-methoxyphenyl)methyl]-6-[[(2S)-2-methylpyrrolidin-1-yl]methyl]pyrrolo[3,2-c]pyridazin-3-yl]-4-pyrazin-2-yl-benzamide FC1=C(C(=O)NC2=CC3=C(N=N2)C=C(N3CC3=CC=C(C=C3)OC)CN3[C@H](CCC3)C)C=CC(=C1)C1=NC=CN=C1